1-(cyclopropylmethyl)-5-methyl-1H-pyrazol-3-amine C1(CC1)CN1N=C(C=C1C)N